2-ethyl-2',2'-dimethyl-spiro[6,7-dihydrothieno[3,2-c]pyran-4,4'-piperidine] C(C)C1=CC2=C(CCOC23CC(NCC3)(C)C)S1